O1CCC(CC1)C=1C=C2C=C(NC2=CC1)C(=O)O 5-(oxan-4-yl)indole-2-carboxylic acid